1,1'-(methylenedi-p-phenylene)-bis-(3,3-dimethyl-urea) C(C1=CC=C(C=C1)NC(=O)N(C)C)C1=CC=C(C=C1)NC(=O)N(C)C